4-cyclopropyl-3-(trifluoromethoxy)aniline C1(CC1)C1=C(C=C(N)C=C1)OC(F)(F)F